2-(2-(benzyloxy)ethyl)-1-(4-methoxybenzyl)-7-(1H-pyrazol-3-yl)-1H-imidazo[4,5-d]thieno[3,2-b]pyridin-4-amine C(C1=CC=CC=C1)OCCC1=NC=2C(=C3C(=NC2N)C=C(S3)C3=NNC=C3)N1CC1=CC=C(C=C1)OC